NC1=NC(SS1)=S 5-Amino-3H-1,2,4-dithiazole-3-thione